3-Phenoxybenzaldehyde-O-(1-methyl-1H-imidazole-2-carbonyl) oxime CN1C(=NC=C1)C(=O)ON=CC1=CC(=CC=C1)OC1=CC=CC=C1